cyclohex-3-en-1-ylmethyl (2S)-2-hydroxypropionate O[C@H](C(=O)OCC1CC=CCC1)C